Trans-N-(3-(4-cyclopropoxy-2-(methoxy-d3)pyridin-3-yl)-1H-pyrrolo[2,3-b]pyridin-6-yl)-2-((dimethylamino)methyl)cyclopropane-1-carboxamide C1(CC1)OC1=C(C(=NC=C1)OC([2H])([2H])[2H])C1=CNC2=NC(=CC=C21)NC(=O)[C@H]2[C@@H](C2)CN(C)C